(R)-2-((2-amino-7-(2-(1-methylpiperidin-4-yl)pyrimidin-5-yl)-1,5-naphthyridin-4-yl)amino)-2-methylhexan-1-ol NC1=NC2=CC(=CN=C2C(=C1)N[C@@](CO)(CCCC)C)C=1C=NC(=NC1)C1CCN(CC1)C